1,1,1,2,2,2-hexamethyl-distannane C[Sn]([Sn](C)(C)C)(C)C